methyl (2-chlorophenyl) (2-((3-cyano-5-fluorobenzyl)oxy)nonadecyl) phosphate P(=O)(OC)(OC1=C(C=CC=C1)Cl)OCC(CCCCCCCCCCCCCCCCC)OCC1=CC(=CC(=C1)F)C#N